FC(OC=1C=NC(=NC1)N[C@@H]1C[C@H](CC1)NC1=NC=C(C=C1)C1=CC=CC=2N1N=CC2F)F (1S,3S)-N1-(5-(difluoromethoxy)pyrimidin-2-yl)-N3-(5-(3-fluoropyrazolo[1,5-a]pyridin-7-yl)pyridin-2-yl)cyclopentane-1,3-diamine